(trans)-1-phenylpropene-2-sulfonic acid difluoromethyl ester FC(F)OS(=O)(=O)C(=CC1=CC=CC=C1)C